N-(2-(dimethylamino)-2-(thien-3-yl)ethyl)-5-methylisoindoline-2-carboxamide CN(C(CNC(=O)N1CC2=CC=C(C=C2C1)C)C1=CSC=C1)C